N-methyl-4-((6-oxopyrimidin-1(6H)-yl)methyl)-N-(2,2,2-trifluoroethyl)benzamide CN(C(C1=CC=C(C=C1)CN1C=NC=CC1=O)=O)CC(F)(F)F